CC(C=C)(C(=O)O)SC[C@@H](C(=O)NCC(=O)O)NC(=O)CC[C@@H](C(=O)O)N The molecule is a glutathione derivative in which the thiol hydrogen of glutathione is replaced by a 2-carboxy-2-methylbut-3-en-2-yl group. It is a conjugate acid of a S-(2-carboxy-2-methylbut-3-en-2-yl)glutathione(2-).